N-(4-{2-[acetyl-((2R)-2-hydroxy-2-phenylethyl)-amino]-ethyl}-phenyl)-2-(2-aminothiazole-4-yl)-acetamide C(C)(=O)N(CCC1=CC=C(C=C1)NC(CC=1N=C(SC1)N)=O)C[C@@H](C1=CC=CC=C1)O